N-(5-(5-fluoro-2-methylpyridin-4-yl)-3-formylpyrazolo[1,5-a]pyridin-2-yl)cyclopropanecarboxamide FC=1C(=CC(=NC1)C)C1=CC=2N(C=C1)N=C(C2C=O)NC(=O)C2CC2